FC1=CC=C(/C=C/C2=NN(C=C2C=O)[C@@H]2OCCCC2)C=C1 |r| (R/S)-(E)-3-(4-fluorostyryl)-1-(tetrahydro-2H-pyran-2-yl)-1H-pyrazole-4-carbaldehyde